C(#N)C=1C=CC=C2C(CCN(C12)C(=O)OC(C)(C)C)N1C(N(C2=NC(=NC=C2C1)NC1=CC=C(C=C1)N1CCN(CC1)C)C)=O tert-butyl 8-cyano-4-[1-methyl-7-[4-(4-methylpiperazin-1-yl)anilino]-2-oxo-4H-pyrimido[4,5-d]pyrimidin-3-yl]-3,4-dihydro-2H-quinoline-1-carboxylate